p-dihydroxyxylene OC1(C(C=C(C=C1)O)C)C